tert-Butyl 4-(5-(2-(3-amino-6-methylthieno[2,3-b]pyridine-2-carboxamido)ethyl)-3-chloropyridin-2-yl)piperazine-1-carboxylate NC1=C(SC2=NC(=CC=C21)C)C(=O)NCCC=2C=C(C(=NC2)N2CCN(CC2)C(=O)OC(C)(C)C)Cl